5-bromopentyl 10-methylundecanoate CC(CCCCCCCCC(=O)OCCCCCBr)C